6-(9-diphenylphosphino-1,10-phenanthroline-2-yl)-9-methoxybenzofurano[3,2-b]pyridine C1(=CC=CC=C1)P(C=1C=CC2=CC=C3C=CC(=NC3=C2N1)C1=CC=C(C2=C1OC=1C2=NC=CC1)OC)C1=CC=CC=C1